C=C(C(=O)[O-])C(=O)C(F)(F)F 2-methylenetrifluoroacetoacetate